1-(5-fluoro-2-{3-fluoro-4-[methyl-(2-pyrrolidin-1-yl-ethyl)-amino]-phenylamino}-pyrimidin-4-yl)-1H-indole-3-carboxamide FC=1C(=NC(=NC1)NC1=CC(=C(C=C1)N(CCN1CCCC1)C)F)N1C=C(C2=CC=CC=C12)C(=O)N